2-oxo-N-(phenyl(4-(1,2,3,6-tetrahydropyridin-4-yl)phenyl)methyl)-6-(trifluoromethyl)-1,2-dihydropyridine-3-carboxamide O=C1NC(=CC=C1C(=O)NC(C1=CC=C(C=C1)C=1CCNCC1)C1=CC=CC=C1)C(F)(F)F